N-[2-[(3R)-3-Fluoropyrrolidin-1-yl]ethyl]carbamic acid tert-butyl ester C(C)(C)(C)OC(NCCN1C[C@@H](CC1)F)=O